C([C@@H](O)CC(=O)O)(=O)O.C(C)N(CCNC(=O)C1=C(NC(=C1C)\C=C\1/C(N(C2=CC=CC=C12)F)=O)C)CC N-[2-(diethylamino)ethyl]-5-[(Z)-(fluoro-2-oxo-1,2-dihydro-3H-indol-3-ylidene)methyl]-2,4-dimethyl-1H-pyrrole-3-carboxamide L-malate salt